2-(3-(1-(tert-Butoxycarbonyl)azetidine-3-carbonyl)-7-fluoro-1H-pyrrolo[2,3-c]pyridin-1-yl)-5-fluorobenzoic acid C(C)(C)(C)OC(=O)N1CC(C1)C(=O)C1=CN(C2=C(N=CC=C21)F)C2=C(C(=O)O)C=C(C=C2)F